(1R,3S,5S)-N-(4-chloro-3-(3-fluoro-1H-pyrazol-1-yl)phenyl)-1-(5-methyl-1,3,4-oxadiazol-2-yl)-3-(trifluoromethyl)-6-azabicyclo[3.1.1]heptane-6-carboxamide ClC1=C(C=C(C=C1)NC(=O)N1[C@H]2C[C@@H](C[C@@]1(C2)C=2OC(=NN2)C)C(F)(F)F)N2N=C(C=C2)F